5-AMINO-2-CHLOROPHENYLBORONIC ACID HYDROCHLORIDE Cl.NC=1C=CC(=C(C1)B(O)O)Cl